cis-calcium 1,2-cyclohexanedicarboxylate monohydrate O.C1(C(CCCC1)C(=O)[O-])C(=O)[O-].[Ca+2]